COC(C1=C(C=CC=C1SCC1=CC=C(C=C1)OC)F)=O 2-fluoro-6-[(4-methoxyphenyl)methylthio]benzoic acid methyl ester